3-(4-(2-chloro-4-fluorophenyl)-2-oxo-2H-chromen-7-yl)-2-methylpropanoic acid ClC1=C(C=CC(=C1)F)C1=CC(OC2=CC(=CC=C12)CC(C(=O)O)C)=O